FC1=C(C(=CC(=C1)C(NC)=O)F)C=1N=C2N(C=CC(=C2)C)C1C[C@@H]1CN(CCC1)C(=O)OC methyl (R)-3-((2-(2,6-difluoro-4-(methylcarbamoyl)phenyl)-7-methylimidazo[1,2-a]pyridin-3-yl)methyl)piperidine-1-carboxylate